FC(C[C@@H](C(=O)O)N[C@H](C(F)(F)F)C1=CC=C(C=C1)C1=CC=C(C=C1)S(=O)(=O)C)(C)C (S)-4-fluoro-4-methyl-2-(((S)-2,2,2-trifluoro-1-(4'-(methylsulfonyl)-[1,1'-biphenyl]-4-yl)ethyl)amino)pentanoic acid